NC1=C2N=CN(C2=NC(=N1)F)[C@H]1C[C@@H]([C@@](O1)(C#C)COP(=O)(OCC(=O)OCCCCCCCC)N[C@@H](CC1=CC=CC=C1)C(=O)OCCCCCCCC)O Octyl ((((2R,3S,5R)-5-(6-amino-2-fluoro-9H-purin-9-yl)-2-ethynyl-3-hydroxytetrahydrofuran-2-yl)methoxy)(2-(octyloxy)-2-oxoethoxy)phosphoryl)-L-phenylalaninate